(2S)-2-(hydroxymethyl)pyrrolidin OC[C@H]1NCCC1